FC(OC1=C(C=O)C=CC(=C1)C1=CC(=NN1C)C1=CC=CC=C1)F 2-(difluoromethoxy)-4-(1-methyl-3-phenyl-1H-pyrazol-5-yl)benzaldehyde